azadibenzocyclooctyne-amine C1C2=CC=CC=C2C#CC3=CC=CC=C3N1C(=O)CCN